CC=1C=C(C=CC1)N(C1=CC=C(C=C1)C1=CC=C(C=C1)N(C1=CC=CC=C1)C1=CC(=CC=C1)C)C1=CC=CC=C1 N,N'-bis(3-methyl-phenyl)-N,N'-diphenyl-[1,1-biphenyl]-4,4'-diamine